[Br].[Pb].CNC dimethylamine lead bromine salt